N1N=CC2=C1CCCN2 pyrazolo-piperidine